C(C1=CC=CC=C1)OC(=O)N1C[C@@H](CC1)NC1CCC1.FC(OC1=C(C(=O)NCC2=NNC(=N2)C2=C(C=CC=C2)OC)C=CC=C1)F 2-(difluoromethoxy)-N-((5-(2-methoxyphenyl)-1H-1,2,4-triazol-3-yl)methyl)benzamide benzyl-(3R)-3-(cyclobutylamino)pyrrolidine-1-carboxylate